((S)-2-(2-hydroxyphenyl)-5,6,6a,7,9,10-hexahydro-8H-pyrazino[1',2':4,5]pyrazino[2,3-c]pyridazin-8-yl)(3-methyl-piperazin-1-yl)methanone OC1=C(C=CC=C1)C=1C=C2C(=NN1)NC[C@@H]1N2CCN(C1)C(=O)N1CC(NCC1)C